8-phenoxy-1,2,3,4,5,6-hexahydroazepino[4,5-b]indole O(C1=CC=CC=C1)C=1C=CC=2C3=C(NC2C1)CCNCC3